[C@H]1([C@H](O)[C@H](O)[C@@H](O)[C@@H](O1)C)O[C@H]1[C@@H]([C@H]([C@@H](O[C@@H]1CO)O[C@H]([C@H](C=O)N)[C@@H](O)[C@H](O)CO)O)O β-L-Rhamnopyranosyl-(1→4)-β-D-glucopyranosyl-(1→3)-2-amino-2-deoxy-D-galactose